3,7-dihydro-3,7-dimethyl-1H-purine-2,6-dione CN1C(NC(C=2N(C=NC12)C)=O)=O